CC1=CC(=CS1)N1CCN(CC1)CC=1C=C2CN(C(C2=CC1)=O)N1C(NC(CC1)=O)=O 1-(5-((4-(5-methylthiophen-3-yl)piperazin-1-yl)methyl)-1-oxoisoindolin-2-yl)dihydropyrimidine-2,4(1H,3H)-dione